BrC=1C=C(C=C2C=C(N(C12)CC1CC1)C=1CN(CCC1)C(=O)OC(C)(C)C)C(=O)OC methyl 7-bromo-2-(1-(tert-butoxycarbonyl)-1,2,5,6-tetrahydropyridin-3-yl)-1-(cyclopropylmethyl)-1H-indole-5-carboxylate